5-(1-(3,4-dichlorophenyl)pyrrolidin-3-yl)-2-fluorobenzoic acid ClC=1C=C(C=CC1Cl)N1CC(CC1)C=1C=CC(=C(C(=O)O)C1)F